(4-(1-((2-(trimethylsilyl)ethoxy)methyl)-1H-pyrazol-4-yl)phenyl)methanol C[Si](CCOCN1N=CC(=C1)C1=CC=C(C=C1)CO)(C)C